[Cl-].[Na+].S(=O)(=O)([O-])O.[Na+] sodium sulfate Sodium chloride